4-amino-6-(4-chloro-3-fluorophenyl)-5-fluoro-3-vinyl-pyridine-2-carboxylic acid methyl ester COC(=O)C1=NC(=C(C(=C1C=C)N)F)C1=CC(=C(C=C1)Cl)F